C(C)(C)(C)OC(=O)N[C@H](C(=O)OC)C(C)C1CC1 methyl (2S)-2-[(tert-butoxycarbonyl)amino]-3-cyclopropylbutanoate